C(CCC)[C@H]1OC(=O)C2=CC=CC=C12 |r| racemic-n-butylphthalide